BrC=1C=NN2C1N=C(N=C2NCC2=NC1=C(N2COCC[Si](C)(C)C)C=CC=C1CCCNC(OC(C)(C)C)=O)SC tert-butyl {3-[2-({[8-bromo-2-(methylsulfanyl)pyrazolo[1,5-a][1,3,5]triazin-4-yl]amino}methyl)-1-{[2-(trimethylsilyl)ethoxy]methyl}-1H-benzimidazol-4-yl]propyl}carbamate